(S)-benzyl 2-((5-fluoro-6-methylpyridin-2-yl) carbamoyl)-5-oxo-pyrrolidine-1-carboxylate FC=1C=CC(=NC1C)NC(=O)[C@H]1N(C(CC1)=O)C(=O)OCC1=CC=CC=C1